4-{[(3R)-1-(cyanoacetyl)pyrrolidin-3-yl]methoxy}-6-(propan-2-yloxy)quinoline-7-carboxamide C(#N)CC(=O)N1C[C@@H](CC1)COC1=CC=NC2=CC(=C(C=C12)OC(C)C)C(=O)N